5-(benzofuran-2-yl)-7-methyl-3,4-dihydroquinoxalin-2(1H)-one O1C(=CC2=C1C=CC=C2)C2=C1NCC(NC1=CC(=C2)C)=O